4-[3-[2,6-Dichloro-4-(5-oxa-2-azaspiro[3.4]octan-2-yl)benzoyl]-2,4-dihydro-1,3-benzoxazin-8-yl]-2-(3-oxa-8-azabicyclo[3.2.1]octan-8-yl)benzoic acid ClC1=C(C(=O)N2COC3=C(C2)C=CC=C3C3=CC(=C(C(=O)O)C=C3)N3C2COCC3CC2)C(=CC(=C1)N1CC2(C1)OCCC2)Cl